ClC1=C(N=NC(=C1)Cl)C(=O)NOCC 4,6-dichloro-N-ethoxy-1,2-diazine-3-carboxamide